6-(aminomethyl)-5,7-dimethylbenzo[d]isoxazol-3-amine hydrochloride Cl.NCC1=C(C2=C(C(=NO2)N)C=C1C)C